3,5-bis(1,1-dimethylethyl)-2-hydroxy-benzoic acid CC(C)(C)C=1C(=C(C(=O)O)C=C(C1)C(C)(C)C)O